C(CCCCCCCCCCCCC)(=O)O[C@@H]1[C@](O[C@H](C1)N1C2=NC(=NC(=C2N=C1)N)F)(COC(CCCCCC)=O)C#C (2R,3S,5R)-5-(6-amino-2-fluoro-9H-purin-9-yl)-2-ethynyl-2-((heptanoyloxy)methyl)tetrahydrofuran-3-yl tetradecanoate